2-hydroxybenzoamide ((2-hydroxybenzoyl) ethyl (2-hydroxybenzoyl) carbamate) OC1=C(C(=O)CCN(C(O)=O)C(C2=C(C=CC=C2)O)=O)C=CC=C1.OC1=C(C(=O)N)C=CC=C1